NC1=C(N=CC(=N1)C(=O)N1CC(CC1)N)C1=C(C(=CC=C1)Cl)Cl (6-amino-5-(2,3-dichlorophenyl)pyrazin-2-yl)(3-aminopyrrolidin-1-yl)methanone